2-bromo-1-((1r,4r)-1-methyl-2-oxabicyclo[2.2.1]hept-4-yl)ethan-1-one BrCC(=O)[C@]12CO[C@](CC1)(C2)C